(4-amino-4-methyl-cyclohexyl) 4-[6-[5-(6-methyl-2-pyridyl)-1H-imidazol-4-yl]-3-quinolyl]thiophene-2-carboxylate CC1=CC=CC(=N1)C1=C(N=CN1)C=1C=C2C=C(C=NC2=CC1)C=1C=C(SC1)C(=O)OC1CCC(CC1)(C)N